tert-butyl (2R,4S)-2-(((S)-1-(((6-amino-2-methylpyridin-3-yl)methyl)amino)-1-oxopropan-2-yl)carbamoyl)-4-(3-cyclopropylbenzyl)pyrrolidine-1-carboxylate NC1=CC=C(C(=N1)C)CNC([C@H](C)NC(=O)[C@@H]1N(C[C@H](C1)CC1=CC(=CC=C1)C1CC1)C(=O)OC(C)(C)C)=O